BrC=1C=C(C=NC1)CN1CCOC=2C=3C1=NC=NC3C=C(C2Cl)C2=C(C(=CC(=N2)N(CC2=CC=C(C=C2)OC)CC2=CC=C(C=C2)OC)C)C(F)(F)F 6-(4-((5-bromopyridin-3-yl)methyl)-8-chloro-5,6-dihydro-4H-[1,4]oxazepino[5,6,7-de]quinazolin-9-yl)-N,N-bis(4-methoxybenzyl)-4-methyl-5-(trifluoromethyl)pyridin-2-amine